C(C)(C)(C)C1=NNC(=N1)S 3-Tert-butyl-5-mercapto-1,2,4-triazole